FC1=CC=C(C=C1)[C@H]1[C@@H](C1)NCCC[C@@H](C(=O)N1CCN(CC1)C)NC(=O)C1=CC=C(C=C1)C1=CC=CC=C1 N-((S)-5-((1R,2S)-2-(4-fluorophenyl)cyclopropylamino)-1-(4-methylpiperazin-1-yl)-1-oxopentan-2-yl)biphenyl-4-carboxamide